Tert-butyl 4-(2-(3-chloro-4-(6-(1-methylcyclopropoxy)-9-(pyridin-2-ylmethyl)-9H-purin-8-yl)phenoxy)ethyl)piperazine-1-carboxylate ClC=1C=C(OCCN2CCN(CC2)C(=O)OC(C)(C)C)C=CC1C=1N(C2=NC=NC(=C2N1)OC1(CC1)C)CC1=NC=CC=C1